2,4-bis(phenylthio)-1,3-dithia-2,4-diphosphetane-2,4-disulfide C1(=CC=CC=C1)SP1(SP(S1)(SC1=CC=CC=C1)=S)=S